8Z-Pentadecenoic acid C(C=CCCCCCCCCCCCC)(=O)O